tert-butyl 4-(benzylamino)-3,3-difluoropiperidine-1-carboxylate C(C1=CC=CC=C1)NC1C(CN(CC1)C(=O)OC(C)(C)C)(F)F